BrCC1=CSC2=C1N=C(N=C2)Cl 7-(bromomethyl)-2-chlorothieno[3,2-d]pyrimidine